5-amino-8-(2,6-dimethyl-4-pyridinyl)-2-[(6-methoxy-2-pyridinyl)methyl]-7-phenyl-[1,2,4]triazolo[4,3-c]pyrimidin-3-one NC1=NC(=C(C=2N1C(N(N2)CC2=NC(=CC=C2)OC)=O)C2=CC(=NC(=C2)C)C)C2=CC=CC=C2